(4-(((R)-1-(3-(difluoromethyl)-2-fluorophenyl)ethyl)amino)-2-methyl-7-((1,1,1-Trifluoro-3-methoxyprop-2-yl)amino)quinazolin-6-yl)dimethylphosphine oxide FC(C=1C(=C(C=CC1)[C@@H](C)NC1=NC(=NC2=CC(=C(C=C12)P(C)(C)=O)NC(C(F)(F)F)COC)C)F)F